Syringic acid-d C(C1=CC(OC)=C(O)C(OC)=C1)(=O)O[2H]